(2S,4R)-N-[3-(5-cyclopropyl-4-phenyl-1,2,4-triazol-3-yl)propyl]-1-[(2S)-2-(4-cyclopropyltriazol-1-yl)-3,3-dimethyl-butanoyl]-4-hydroxy-pyrrolidine-2-carboxamide C1(CC1)C=1N(C(=NN1)CCCNC(=O)[C@H]1N(C[C@@H](C1)O)C([C@H](C(C)(C)C)N1N=NC(=C1)C1CC1)=O)C1=CC=CC=C1